3-[4-[(6-fluoroindol-1-yl)methyl]phenyl]-5-(trifluoromethyl)-1,2,4-oxadiazole FC1=CC=C2C=CN(C2=C1)CC1=CC=C(C=C1)C1=NOC(=N1)C(F)(F)F